[4-(tert-butoxycarbonylamino)cyclohexyl]methanesulfonate C(C)(C)(C)OC(=O)NC1CCC(CC1)CS(=O)(=O)[O-]